BrC1=CC=C(C=C1)C(C=CC1=CC(=C(C=C1)O)C(C)(C)C)=O 1-(4-Bromophenyl)-3-(3-tert-butyl-4-hydroxyphenyl)prop-2-en-1-one